N-[(1S)-5-[2-(2-aminopyridin-3-yl)-5,7-bis(pyrazol-1-yl)imidazo[4,5-b]pyridin-3-yl]-2,3-dihydro-1H-inden-1-yl]-3-(1,3-dioxolan-2-yl)-4-[(4-methoxyphenyl)methoxy]benzamide NC1=NC=CC=C1C1=NC=2C(=NC(=CC2N2N=CC=C2)N2N=CC=C2)N1C=1C=C2CC[C@@H](C2=CC1)NC(C1=CC(=C(C=C1)OCC1=CC=C(C=C1)OC)C1OCCO1)=O